F[C@@H]\1[C@@]2(CCC[C@H](C/C1=C\C=1N=NC(=CN1)C=1C(=CC(=NC1)N1C=NC=C1)O)N2)C 5-(3-((E)-((1S,2S,5R)-2-fluoro-1-methyl-9-azabicyclo[3.3.1]nonan-3-ylidene)methyl)-1,2,4-triazin-6-yl)-2-(1H-imidazol-1-yl)pyridin-4-ol